C(C)(C)(C)OC(CCOC1=C(C=CC=C1)C=1C(=C(C=CC1)CC1N(CCCC1=O)C(=O)OC(C)(C)C)F)=O tert-butyl 2-[[3-[2-(3-tert-butoxy-3-oxo-propoxy)phenyl]-2-fluoro-phenyl]methyl]-3-oxo-piperidine-1-carboxylate